CP(C)C trimethyl-phosphine